FC=1C=C2N(CCN(C2=CC1)C(C(C)N1CCCC1)=O)C1=CC=CC=C1 1-(6-fluoro-4-phenyl-3,4-dihydroquinoxalin-1(2H)-yl)-2-(pyrrolidin-1-yl)propan-1-one